(3R,11S)-6-fluoro-3,11-dimethyl-10-oxa-2,13,17,18,21-pentaazapentacyclo[13.5.2.18,11.04,9.018,22]tricosa-1(21),4,6,8,15(22),16,19-heptaen-14-one FC=1C=C2[C@H](NC=3C=CN4N=CC(C(NC[C@]5(OC2=C(C1)C5)C)=O)=C4N3)C